N[C@@H](CC1=CNC=N1)C(=O)N[C@@H](CS)C(=O)O histidylcysteine